5-methoxy-1,3-dimethyl-3-((1-methylcyclohexyl)methyl)indolin-2-one COC=1C=C2C(C(N(C2=CC1)C)=O)(CC1(CCCCC1)C)C